C(C)(=O)O[C@H]1[C@H](N(C[C@@H]1OC(=O)OC(C)(C)C)C(=O)OC(C)(C)C)CC1=CC=C(C=C1)N=C(C1=CC=CC=C1)C1=CC=CC=C1 tert-butyl (2R,3S,4S)-3-(acetyloxy)-4-[(tert-butoxycarbonyl)oxy]-2-({4-[(diphenylmethylidene)amino]phenyl}methyl)pyrrolidine-1-carboxylate